(pyridin-3-ylaminomethylene)-malonate N1=CC(=CC=C1)NC=C(C(=O)[O-])C(=O)[O-]